1-[tert-butyl (dimethyl) silyl]-benzyl 4-oxo-azetidine-2-carboxylate O=C1CC(N1)C(=O)OCC1(CC=CC=C1)[Si](C)(C)C(C)(C)C